ClC1=C(C(=C(C=C1)NC(OC(C)(C)C)=O)F)C(NC1=NC=C(C=C1C)C#CC1=CC=CC=C1)=O tert-butyl N-[4-chloro-2-fluoro-3-[[3-methyl-5-(2-phenylethynyl)-2-pyridyl]carbamoyl]phenyl]carbamate